IC1=CC=C(C=C1)C1=NOC(=N1)CC(C(=O)OC(C)(C)C)P(=O)(OCC)OCC tert-butyl 3-(3-(4-iodophenyl)-1,2,4-oxadiazol-5-yl)-2-(diethoxyphosphoryl)propanoate